CC=1C=CC=2N(C3=CC=C(C=C3C2C1)C)CCCCOP(O)(O)=O [4-(3,6-dimethyl-9H-carbazole-9-yl)butyl]phosphoric acid